ClC1=CC(=C(C(=C1)Cl)C1=C(N(N=C1C(F)(F)F)C1=NC=CC=C1Cl)C(=O)N)C(N=S(C(C)C)C(C)C)=O [4,6-dichloro-2-[(di-2-propyl-lambda4-sulfanylidene)carbamoyl]-phenyl]-2-(3-chloro-2-pyridyl)-5-(trifluoromethyl)pyrazole-3-carboxamide